O=C1SSC(=C1)C1=CC=C(OC(C(=O)[O-])CCCCCCCCC2=C(C(C(=C(C2=O)OC)OC)=O)C)C=C1 (4-(3-oxo-3H-1,2-dithiol-5-yl)phenoxy)10-(4,5-dimethoxy-2-methyl-3,6-dioxocyclohexa-1,4-dien-1-yl)decanoate